tert-butyl (4-hydroxy-2-methylphenyl)carbamate OC1=CC(=C(C=C1)NC(OC(C)(C)C)=O)C